Anthracene-3,7-bisboronic acid C1=CC(=CC2=CC3=CC=C(C=C3C=C12)B(O)O)B(O)O